4-(pyridin-4-ylmethyl)piperazine-1-carboxylic acid tert-butyl ester C(C)(C)(C)OC(=O)N1CCN(CC1)CC1=CC=NC=C1